FC(C1=C2C(=NC=C1)C1(OCC2)COCC1)F 4'-(Difluoromethyl)-4,5,5',6'-tetrahydro-2H-spiro[furan-3,8'-pyrano[3,4-b]pyridine]